methyl 1-(3-(cyclopropylmethoxy)-4-(difluoromethoxy) phenyl)-6-oxo-1,6-dihydropyridazine-3-carboxylate C1(CC1)COC=1C=C(C=CC1OC(F)F)N1N=C(C=CC1=O)C(=O)OC